CC1=NN(C=N1)CC(=O)N1CCN(CC1)C=1C=2N(C=C(C1)S(=O)(=O)NC1(CC1)C)C(=NC2)C=2SC(=NN2)C(F)(F)F 8-(4-(2-(3-methyl-1H-1,2,4-triazol-1-yl)acetyl)piperazin-1-yl)-N-(1-methylcyclopropyl)-3-(5-(trifluoromethyl)-1,3,4-thiadiazol-2-yl)imidazo[1,5-a]pyridine-6-sulfonamide